ClC1=C(C=C(OCC(=O)NC23CC(C2)(C3)NC(=O)[C@@H]3COC2=C(O3)C=CC=C2)C=C1)F (2S)-N-{3-[2-(4-chloro-3-fluorophenoxy)acetamido]bicyclo[1.1.1]pentan-1-yl}-2,3-dihydro-1,4-benzodioxine-2-carboxamide